C(C(=C)C)(=O)OCCCCCCOC1=CC=C(C=C1)C(C1=CC=CC=C1)=O 6-(4-benzoylphenoxy)hexyl methacrylate